3-(benzyl(methyl)amino)-2-((tert-butoxycarbonyl)amino)propanoic acid C(C1=CC=CC=C1)N(CC(C(=O)O)NC(=O)OC(C)(C)C)C